7-(2-(N-methyl-1H-1,2,4-triazole-1-carboxamido)cyclopentyl)-2-(4-phenoxyphenyl)-4,5,6,7-tetrahydropyrazolo[1,5-a]pyrimidine-3-carboxamide CN(C(=O)N1N=CN=C1)C1C(CCC1)C1CCNC=2N1N=C(C2C(=O)N)C2=CC=C(C=C2)OC2=CC=CC=C2